O[C@@H]1[C@@H](CO[C@@H]([C@@H]1O)CO)CCCNC(C)=O N-(3-((3R,4R,5R,6R)-4,5-dihydroxy-6-(hydroxymethyl)tetrahydro-2H-pyran-3-yl)propyl)acetamide